phenyl-N-methyl-ethanesulfonamide C1(=CC=CC=C1)C(C)S(=O)(=O)NC